N-(4-(4-ethyl-4H-1,2,4-triazol-3-yl)-2-methoxyphenyl)-6-methyl-8-(7-oxa-2-azaspiro[3.5]nonan-2-yl)pyrido[3,4-d]pyrimidin-2-amine C(C)N1C(=NN=C1)C1=CC(=C(C=C1)NC=1N=CC2=C(N1)C(=NC(=C2)C)N2CC1(C2)CCOCC1)OC